BrC1=CC(=NC=C1)C=1C(=NOC1C)C 4-(4-bromopyridin-2-yl)-3,5-dimethylisoxazole